tetrafluoro-nickel F[Ni](F)(F)F